N1=C2C(=CC=C1)COCC21C(C1)C(=O)N spiro[cyclopropane-1,8'-pyrano[4,3-B]pyridine]-2-carboxamide